BrC1=C(C=CC=C1)NC(C)C1=CC(=CN2C1=NC(=C(C2=O)C)C2=CC(=CC=C2)F)C 9-(1-((2-bromophenyl)amino)ethyl)-2-(3-fluorophenyl)-3,7-dimethyl-4H-pyrido[1,2-a]pyrimidin-4-one